2-fluoro-4-((3-morpholinoazetidin-1-yl)methyl)benzaldehyde FC1=C(C=O)C=CC(=C1)CN1CC(C1)N1CCOCC1